C1(CC1)COCCN1C2=C(OCC1=O)C=CC(=C2)C(=O)NO 4-(2-(cyclopropylmethoxy)ethyl)-N-hydroxy-3-oxo-3,4-dihydro-2H-benzo[b][1,4]oxazine-6-carboxamide